CN1N=CC2=CC=C(C=C12)C1=CC=NC=N1 6-(1-methyl-1H-indazol-6-yl)-pyrimidin